(2R,4S)-1-(benzo[d][1,3]dioxol-4-ylmethyl)-N-(4-cyclopropylphenyl)-4-fluoropyrrolidine-2-carboxamide O1COC2=C1C=CC=C2CN2[C@H](C[C@@H](C2)F)C(=O)NC2=CC=C(C=C2)C2CC2